2-(2-bromo-4-chlorophenoxy)-5-(2,6-dichlorophenyl)-6H-pyrimido[1,6-b]pyridazin-6-one BrC1=C(OC=2C=CC=3N(N2)C=NC(C3C3=C(C=CC=C3Cl)Cl)=O)C=CC(=C1)Cl